C(C)(C)(C)N1N=C(C(=C1)C(=O)NC1=C(C=C(C(=C1)C=1C=C(C=2N(C1)C(=CN2)F)N2CCOCC2)C)F)F 1-(Tert-butyl)-3-fluoro-N-(2-fluoro-5-(3-fluoro-8-morpholinoimidazo[1,2-a]pyridin-6-yl)-4-methylphenyl)-1H-pyrazole-4-carboxamide